N1=CC=CC(=C1)CC#N 5-pyridineacetonitrile